FC1(CCN(CC1)C1=NC=C(C=C1F)C=C)F 2-(4,4-difluoropiperidin-1-yl)-3-fluoro-5-vinylpyridine